3-(benzylamino)benzo[d]isothiazole 1,1-dioxide C(C1=CC=CC=C1)NC1=NS(C2=C1C=CC=C2)(=O)=O